O=C([O-])[C@H](O)[C@H](O)[C@@H](O)[C@H](O)[C@H](O)CO.[Na+] sodium gluceptate